COC(=O)C1(CC(C1)N1C[C@H](CCC1)C1CNC1)C 3-((R)-3-(azetidin-3-yl)piperidin-1-yl)-1-methylcyclobutane-1-carboxylic acid methyl ester